(3S,7R,8aS)-3-(4-chlorobenzyl)-7-methoxyoctahydropyrrolo[1,2-a]pyrazine ClC1=CC=C(C[C@@H]2NC[C@H]3N(C2)C[C@@H](C3)OC)C=C1